α-Keto-Butyric Acid O=C(C(=O)O)CC